B(O[Si](C)(C)C)([O-])[O-] (trimethylsilyl) Borate